C(C)(C)(C)[P] (tertiary butyl)phosphorus